C(C1=CC=CC=C1)(=O)N1C(N=C2C(C1=O)=CC=CN2CC=2C=NC(=CC2)Cl)=O 3-benzoyl-8-((6-chloropyridin-3-yl)methyl)pyrido[2,3-d]pyrimidine-2,4(3H,8H)-dione